4-[(4-Imidazo[1,2-a]Pyridin-3-Ylpyrimidin-2-Yl)Amino]Benzenesulfonamide N=1C=C(N2C1C=CC=C2)C2=NC(=NC=C2)NC2=CC=C(C=C2)S(=O)(=O)N